(2R)-2-phenylpiperidine C1(=CC=CC=C1)[C@@H]1NCCCC1